3-(5-(3-(4-(1-methylcyclopropyl)phenyl)-2-oxoimidazolidin-1-yl)-1-oxoisoindolin-2-yl)piperidine-2,6-dione CC1(CC1)C1=CC=C(C=C1)N1C(N(CC1)C=1C=C2CN(C(C2=CC1)=O)C1C(NC(CC1)=O)=O)=O